9-(1-(4,6-difluoroindolin-1-yl)ethyl)-7-methyl-2-morpholino-4H-pyrido[1,2-a]pyrimidin-4-one FC1=C2CCN(C2=CC(=C1)F)C(C)C1=CC(=CN2C1=NC(=CC2=O)N2CCOCC2)C